1-(4-amino-2-butyl-7-(3-((methylamino)methyl)benzyl)-1H-imidazo[4,5-c]quinolin-1-yl)-2-methylpropan-2-ol NC1=NC=2C=C(C=CC2C2=C1N=C(N2CC(C)(O)C)CCCC)CC2=CC(=CC=C2)CNC